(R)-N1-(5-((1-(benzyloxy)propan-2-yl)oxy)-6-methoxyquinazolin-4-yl)-2-fluorobenzene-1,4-diamine C(C1=CC=CC=C1)OC[C@@H](C)OC1=C2C(=NC=NC2=CC=C1OC)NC1=C(C=C(C=C1)N)F